tert-butyl N-[cis-3-[[6-bromo-3-[N'-(2-chloro-5-fluoro-phenyl)carbamimidoyl]pyrrolo[1,2-b]pyridazin-4-yl]amino]cyclobutyl]carbamate BrC=1C=C2N(N=CC(=C2N[C@H]2C[C@H](C2)NC(OC(C)(C)C)=O)C(N)=NC2=C(C=CC(=C2)F)Cl)C1